BrC1=CC=C(S1)C(=O)NC1=CC(=C(C=C1)Br)F 5-bromo-N-(4-bromo-3-fluorophenyl)thiophene-2-carboxamide